N-(1-methyl-1H-pyrazol-4-yl)-4-(3-phenylisooxazolidin-2-yl)-5-(trifluoromethyl)pyrimidin-2-amine CN1N=CC(=C1)NC1=NC=C(C(=N1)N1OCCC1C1=CC=CC=C1)C(F)(F)F